2,4-dioctyl-phenol C(CCCCCCC)C1=C(C=CC(=C1)CCCCCCCC)O